2-(2-methylallyloxy)phenol CC(COC1=C(C=CC=C1)O)=C